(1S,5R)-2-(2-((S)-4-(difluoromethyl)-2-carbonyloxazolidin-3-yl)-5,6-dihydrobenzo[f]imidazo[1,2-d][1,4]oxazepin-9-yl)-2-azabicyclo[3.1.0]hexane-1-carboxamide FC([C@H]1N(C(OC1)=C=O)C=1N=C2N(CCOC3=C2C=CC(=C3)N3[C@]2(C[C@H]2CC3)C(=O)N)C1)F